(E)-3,7,11-Trimethyldodeca-6,10-dien-1-yl-2-hydroxybenzoat CC(CCOC(C1=C(C=CC=C1)O)=O)CC\C=C(\CCC=C(C)C)/C